ONC(=O)C1=CC2=C(OCCN2CC2=C(C=C(C=C2)S(=O)(=O)C)C(F)(F)F)C=C1 N-hydroxy-4-(4-(methylsulfonyl)-2-(trifluoromethyl)benzyl)-3,4-dihydro-2H-benzo[b][1,4]oxazine-6-carboxamide